3-[(4R)-4-isopropylcyclohexen-1-yl]propanal C(C)(C)[C@H]1CC=C(CC1)CCC=O